COC1=CC=C(C=C1)C1=CC=C(C=NNC=2SC(=C(N2)C)C(C)=NNC(=N)N)C=C1 2-(2-(4-(p-methoxyphenyl)benzylidene)hydrazino)-4-methyl-5-(1-(guanidinoimino)ethyl)-thiazole